BrC1=CC=C(C=C1)CCC1CC1 bromo-4-(2-cyclopropylethyl)benzene